FC=1C(=C2C(=NC(=NN2C1)N[C@@H]1[C@@H](CN(CC1)C)F)OC)C=1C=C(C2=C(N(C=N2)CCF)C1)F 6-fluoro-5-(4-fluoro-1-(2-fluoroethyl)-1H-benzo[d]imidazol-6-yl)-N-((3R,4S)-3-fluoro-1-methylpiperidin-4-yl)-4-methoxypyrrolo[2,1-f][1,2,4]triazin-2-amine